(3S,11aR)-7-(3,5-difluoro-4-((2-(trifluoromethyl)pyridin-4-yl)oxy)phenethoxy)-3,4-dihydro-1H,9H,11H-3,11a-methanopyrimido[6',1':2,3]imidazo[5,1-c][1,4]oxazin-9-one FC=1C=C(CCOC2=NC(N3C(N4[C@@]5(CO[C@H](C4)C5)C3)=C2)=O)C=C(C1OC1=CC(=NC=C1)C(F)(F)F)F